di-i-propoxy bis(ethylacetoacetate) Titanium [Ti].C(C)CC(CC(=O)OOC(C)C)=O.C(C)CC(CC(=O)OOC(C)C)=O